3-chlorophenyl-5-(4-hydroxyphenyl)-6-(4-(6-selenocyanohexanamido) phenyl)-7-oxabicyclo[2.2.1]hept-5-ene-2-sulfonate ClC=1C=C(C=CC1)OS(=O)(=O)C1C2C(=C(C(C1)O2)C2=CC=C(C=C2)O)C2=CC=C(C=C2)NC(CCCCC[Se]C#N)=O